(4-((5-chloro-4-(1H-pyrazol-4-yl)pyrimidin-2-yl)amino)-3-methoxyphenyl)(morpholino)methanone benzothiadiazole-7-carbothioate S1N=NC2=C1C(=CC=C2)C(O)=S.ClC=2C(=NC(=NC2)NC2=C(C=C(C=C2)C(=O)N2CCOCC2)OC)C=2C=NNC2